COC(=O)[C@H]1N(C[C@H](C1)OC1=NC(=CC=C1)Br)C(=O)OC(C)(C)C (2S,4S)-4-[(6-bromo-2-pyridinyl)oxy]pyrrolidine-1,2-dicarboxylic acid O1-tert-butyl O2-methyl ester